C12(CC3CC(CC(C1)C3)C2)NC=2SC3=C(N2)C(=CC=C3)C3=C(C=C(C=C3C)C)C N-(adamantan-1-yl)-4-mesityl-benzothiazol-2-amine